C(CCCCCCC)C(COC(CCCCC)=O)CCCCCCCC hexanoic acid 2-octyldecyl ester